9-[bis(adamantan-1-yl)(butyl)-lambda5-phosphanyl]-9-chloro-8-aza-9-palladatricyclo[8.4.0.0^{2,7}]tetradeca-1(14),2(7),3,5,10,12-hexaene C12(CC3CC(CC(C1)C3)C2)P([Pd]2(NC=3C=CC=CC3C3=CC=CC=C23)Cl)(CCCC)C23CC1CC(CC(C2)C1)C3